[C@H]12OC[C@H](N(C1)C1CCN(CC1)C1=C(C=C(C(=C1)OC)NC1=NC=NC(=C1)N1OCC[C@@H]1CC1=C(C(=CC=C1)Cl)Cl)NC(C=C)=O)C2 N-(2-(4-((1R,4R)-2-oxa-5-azabicyclo[2.2.1]heptane-5-yl)piperidine-1-yl)-5-((6-((S)-3-(2,3-dichlorobenzyl)isoxazolidine-2-yl)pyrimidine-4-yl)amino)-4-methoxy-phenyl)acrylamide